ClC=1C=C2C(=NC1C#N)N(C=N2)C(F)F 6-chloro-3-(difluoromethyl)imidazo[4,5-b]pyridine-5-carbonitrile